3-(2-amino-[1,2,4]triazolo[1,5-a]pyridin-7-yl)-6-chloro-N-(3-(3-chlorophenyl)-2,2-difluoro-3-hydroxypropyl)-2-fluorobenzamide NC1=NN2C(C=C(C=C2)C=2C(=C(C(=O)NCC(C(O)C3=CC(=CC=C3)Cl)(F)F)C(=CC2)Cl)F)=N1